C(C)(C)(C)OC(=O)N(N)C(=O)C1CN(CC1)C(=O)C1=NC=CC=C1 [1-(pyridin-2-ylcarbonyl)pyrrolidin-3-yl]Carbonyl-hydrazinecarboxylic acid tert-butyl ester